FC1CC2(C1)CC(N(CC2)CC2=C1C=CNC1=C(C=C2OC)C)C2=CC=C(C(=O)O)C=C2 4-(2-fluoro-7-((5-methoxy-7-methyl-1H-indol-4-yl)methyl)-7-azaspiro[3.5]nonan-6-yl)benzoic acid